C1(CC1)C1=NN(C=N1)C1CC2(CN(C2)C(=O)C2CC(C2)OCC2(CC2)C(F)(F)F)C1 [6-(3-cyclopropyl-1,2,4-triazol-1-yl)-2-azaspiro[3.3]heptan-2-yl]-[3-[[1-(trifluoromethyl)cyclopropyl]methoxy]cyclobutyl]methanone